ClC1=CC=C2C(=CNC2=C1F)\C=C/1\C(N(C(N1)=O)C(CO)C1=CC=C(C=C1)Cl)=O (Z)-5-((6-chloro-7-fluoro-1H-indol-3-yl)methylene)-3-(1-(4-chlorophenyl)-2-hydroxyethyl)imidazolidine-2,4-dione